N[C@H](C(=O)N[C@H]1CN(C[C@H](C1)C)C1=C2C=CC=NC2=C(C=C1)C(F)(F)F)C(F)(F)F (R)-2-amino-3,3,3-trifluoro-N-((3R,5S)-5-methyl-1-(8-(trifluoromethyl)quinolin-5-yl)piperidin-3-yl)propanamide